C1(CCCCC1)OC=1C(=C2CCC(=C(C2=CC1)C)CN1CC(C1)C(=O)O)C 1-{[6-(Cyclohexyloxy)-1,5-dimethyl-3,4-dihydro-2-naphthalenyl]methyl}-3-azetidinecarboxylic acid